2-(dimethylamino)-N-(4-(3-isopropyl-2-(8-methoxy-[1,2,4]triazolo[1,5-a]pyridin-6-yl)-1H-indol-5-yl)-1-methylcyclohexyl)acetamide CN(CC(=O)NC1(CCC(CC1)C=1C=C2C(=C(NC2=CC1)C=1C=C(C=2N(C1)N=CN2)OC)C(C)C)C)C